ClC=1C(=NC(=CC1)N)C=1C(=NC=CC1)C(=C)C 3-chloro-2'-(prop-1-en-2-yl)-[2,3'-bipyridine]-6-amine